1-(1H-Pyrazol-4-ylmethyl)-3-[4-(toluene-2-sulfonyl)-phenyl]-urea N1N=CC(=C1)CNC(=O)NC1=CC=C(C=C1)S(=O)(=O)C=1C(C)=CC=CC1